CC=1N=CSC1CCO 2-(4-methyl-1,3-thiazol-5-yl)ethanol